1-nonyl-1,2,4-triazole-3,5-diol C(CCCCCCCC)N1N=C(N=C1O)O